N,N,N-trimethyl-N-(2-methoxyethyl)ammonium bicarbonate C([O-])(O)=O.C[N+](CCOC)(C)C